C[C@H](CCC(=O)NCC(=O)[O-])[C@H]1CC[C@@H]2[C@@]1(CC[C@H]3[C@H]2[C@@H]([C@@H]([C@H]4[C@@]3(CC[C@H](C4)O)C)O)O)C The molecule is a cholanic acid conjugate anion that is the conjugate base of glycohyocholic acid, obtained by deprotonation of the carboxy group; major species at pH 7.3. It has a role as a human metabolite. It is a cholanic acid conjugate anion and a N-acylglycinate. It is a conjugate base of a glycohyocholic acid.